(hydroxymethyl)-2,6-diazaspiro[3.4]octane-2,6-dicarboxylate OCOC(=O)N1CC2(C1)CN(CC2)C(=O)[O-]